N1(CCCCC1)C1CCN(CC1)C(=O)OC1=C(C=C(C=C1OC)C=1NC(=C(N1)C1=CC=CC=C1)C=1SC=CC1)OC 2,6-Dimethoxy-4-(4-phenyl-5-(thiophen-2-yl)-1H-imidazol-2-yl)phenyl [1,4'-bipiperidine]-1'-carboxylate